N1=C(SC2=C1C=1CCOC1C=C2)N2C(NC(C2C#CC)COC)=O 1-(7,8-dihydrobenzofuro[4,5-d]thiazol-2-yl)-4-(methoxymethyl)-5-(prop-1-yn-1-yl)imidazolidin-2-one